7-(3,5-Dimethylisoxazol-4-yl)-2-oxo-4-pyridin-2-yl-1,2,4,5-tetrahydroimidazo[1,5,4-de][1,4]benzoxazine-9-carbaldehyde CC1=NOC(=C1C1=CC(=C2C=3N(C(COC31)C3=NC=CC=C3)C(N2)=O)C=O)C